C=1C(C=CC2=CC(C=CC12)=O)=O 2,6-naphthoquinone